N-(2-(3-cyano-2-azabicyclo[3.1.0]hex-2-yl)-2-oxoethyl)-quinoline-4-carboxamide C(#N)C1N(C2CC2C1)C(CNC(=O)C1=CC=NC2=CC=CC=C12)=O